3-fluoro-N,2-dimethyl-6-(2,2,2-trifluoroacetyl)benzenesulfonamide FC=1C(=C(C(=CC1)C(C(F)(F)F)=O)S(=O)(=O)NC)C